rac-3-ethyl-5-phenyl-adamantane-1-carboxylic acid C(C)C12CC3(CC(CC(C1)(C3)C3=CC=CC=C3)C2)C(=O)O